C(#C)C1=C(C=C(C=C1)CN1C2CN(CC1C2)C2=CC=C(C=N2)C=2C=1N(C=C(C2)OCC(C)(C)O)N=CC1C#N)F 4-(6-(6-((4-ethynyl-3-fluorophenyl)methyl)-3,6-diazabicyclo[3.1.1]heptan-3-yl)-pyridin-3-yl)-6-(2-hydroxy-2-methyl-propoxy)pyrazolo[1,5-a]pyridine-3-carbonitrile